3-butylcyclopentan-1-amine C(CCC)C1CC(CC1)N